O=C1N(C(C=C1)=O)[C@H](CCCNC(CCOCCOCCOCCOCCOCCOCCOCCOCCOCCOCCOCCOC)=O)C(=O)O (R)-43-(2,5-dioxo-2,5-dihydro-1H-pyrrol-1-yl)-38-oxo-2,5,8,11,14,17,20,23,26,29,32,35-dodecaoxa-39-azatetratetracontan-44-oic acid